COOP(=O)(OOC)C1CS(CC1)(=O)=O 3-dimethoxyphosphonotetrahydrothiophene-1,1-dioxide